ClC=1C=C(C=CC1F)C=1C(=CC=CC1)C(=O)O 3'-chloro-4'-fluoro-[1,1'-biphenyl]-2-carboxylic acid